4-(3-(bromomethyl)-4-(methoxycarbonyl)phenyl)piperazine BrCC=1C=C(C=CC1C(=O)OC)N1CCNCC1